C(C)(C)(C)OC(=O)N1[C@@H]2[C@H](N(C[C@H]1CC2)CC2=CC=CC=C2)CO (1S,2S,5R)-3-benzyl-2-(hydroxymethyl)-3,8-diazabicyclo[3.2.1]octane-8-carboxylic acid tert-butyl ester